C1(CC1)[C@@H]1C[C@H](N(CC1)CC1=C2C=CNC2=C(C=C1OC)C)C1=CC=C(C(=O)O)C=C1 4-((2s,4s)-4-cyclopropyl-1-((5-methoxy-7-methyl-1H-indol-4-yl)methyl)piperidin-2-yl)benzoic acid